4-((2'R,3R,4'R,5'S)-6-chloro-4'-(3-chloro-2-fluorophenyl)-2'-neopentylspiro[indoline-3,3'-pyrrolidine]-5'-carbonyl)-3,4-dihydro-2H-benzo[b][1,4]oxazine-7-carboxamide ClC1=CC=C2C(=C1)NC[C@]21[C@H](N[C@@H]([C@H]1C1=C(C(=CC=C1)Cl)F)C(=O)N1C2=C(OCC1)C=C(C=C2)C(=O)N)CC(C)(C)C